N1=CC(=CC=C1)C(=O)OCCOC(C1=CC(=C(C=C1)N1C(SCC1=O)C1=CC=C(C=C1)F)C)=O 2-({4-[2-(4-Fluorophenyl)-4-oxo-1,3-thiazolidin-3-yl]-3-methylbenzoyl} oxy)ethyl pyridine-3-carboxylate